FC(C=1N(C(C2=C(N1)C(=NC(=N2)[C@@H]2C[C@@H](OCC2)C2=CC(=NC=C2)OC)C21CC(C2)(C1)C(F)F)=O)C)F 2-(difluoromethyl)-8-[3-(difluoromethyl)-1-bicyclo[1.1.1]pentanyl]-6-[(2R,4S)-2-(2-methoxy-4-pyridyl)tetrahydropyran-4-yl]-3-methyl-pyrimido[5,4-d]pyrimidin-4-one